N-(5-((6-((R)-3-(3-chloro-2-methylphenyl)isoxazolidine-2-yl)pyrimidine-4-yl)amino)-2-((R)-3-(dimethylamino)pyrrolidine-1-yl)-4-methoxyphenyl)acrylamide ClC=1C(=C(C=CC1)[C@@H]1N(OCC1)C1=CC(=NC=N1)NC=1C(=CC(=C(C1)NC(C=C)=O)N1C[C@@H](CC1)N(C)C)OC)C